tert-butyl ((1R,4s)-4-(2-(((S)-2-(6-cyanopyridin-2-yl)-2-hydroxyethyl)amino)-2-methylpropyl)cyclohexyl)carbamate C(#N)C1=CC=CC(=N1)[C@H](CNC(CC1CCC(CC1)NC(OC(C)(C)C)=O)(C)C)O